CC1(CN(C=2C1=NC=CC2)C(=O)N2CCC(CC2)NC)C (3,3-Dimethyl-2,3-dihydro-1H-pyrrolo[3,2-b]pyridin-1-yl)(4-(methylamino)piperidin-1-yl)methanone